FC=1C=C(C=C(C1F)N1CCNCC1)C=1C=C2C(=NC1)NC=C2C=2C=C(C1=C(N(C(=N1)C)C(C)C)C2)F 6-(5-(3,4-difluoro-5-(piperazin-1-yl)phenyl)-1H-pyrrolo[2,3-b]pyridin-3-yl)-4-fluoro-1-isopropyl-2-methyl-1H-benzo[d]imidazole